N1(CCNCC1)C1=CC=CC(=N1)C1=CN=C2N1N=CC=C2 3-(6-piperazin-1-yl-2-pyridinyl)imidazo[1,2-b]Pyridazine